C1(CC1)NC(C([C@H](CCC(C)(F)F)NC(=O)C1N(CCC(C1)(F)F)C([C@H](C(C)(C)C)NC(OC)=O)=O)=O)=O Methyl ((2S)-1-(2-(((S)-1-(cyclopropylamino)-6,6-difluoro-1,2-dioxoheptan-3-yl)carbamoyl)-4,4-difluoropiperidin-1-yl)-3,3-dimethyl-1-oxobutan-2-yl)carbamate